FC1(O[C@@H](CN(C1)C1=CC2=C(N=C(N(C2=O)C)C(F)(F)F)C(=N1)C1=C(C=C(C#N)C=C1)F)C=1C=NN(C1)C)F (R)-4-(6-(2,2-difluoro-6-(1-methyl-1H-pyrazol-4-yl)morpholino)-3-methyl-4-oxo-2-(trifluoromethyl)-3,4-dihydropyrido[3,4-d]pyrimidin-8-yl)-3-fluorobenzonitrile